N-(1-(5-methyl-1H-indol-3-yl)hexan-2-yl)-6-(4-methylpiperazin-1-yl)benzo[b]thiophene-2-carboxamide CC=1C=C2C(=CNC2=CC1)CC(CCCC)NC(=O)C1=CC2=C(S1)C=C(C=C2)N2CCN(CC2)C